3-{5-[(butylamino)methyl]-1-oxo-2,3-dihydro-1H-isoindol-2-yl}piperidine-2,6-dione formate C(=O)O.C(CCC)NCC=1C=C2CN(C(C2=CC1)=O)C1C(NC(CC1)=O)=O